4,5-dicyano-2-(trifluoromethyl)imidazolide C(#N)C=1N=C([N-]C1C#N)C(F)(F)F